tertbutyl 7-(5-chloro[1,3]thiazolo[5,4-d]pyrimidin-7-yl)-3-oxa-7,9-diazabicyclo[3.3.1]nonane-9-carboxylate ClC=1N=C(C2=C(N1)SC=N2)N2CC1COCC(C2)N1C(=O)OC(C)(C)C